4,4'-Dihydroxy-3'-methyl-p-terphenyl OC1=CC=C(C=C1)C1=CC(C(C=C1)(C1=CC=CC=C1)O)C